4,4'-dihydroxybiphenyl sulfide OC1=CC2C(C=C1)(C1=CC=C(C=C1)O)S2